5-(bromomethyl)-3-(3-methoxyphenyl)-1-phenyl-1H-pyrazole BrCC1=CC(=NN1C1=CC=CC=C1)C1=CC(=CC=C1)OC